ClC=1C=C2CC(COC2=CC1)C(=O)C1=CN(C2=CC(=CC=C12)C=1C=NNC1Cl)CC1(CC1)N(C)C (6-Chlorochroman-3-yl)-[6-(5-chloro-1H-pyrazol-4-yl)-1-[[1-(dimethylamino)cyclopropyl]methyl]indol-3-yl]methanone